Pentaerythritol-tetrakis-[3-(1-aziridinyl) propionat] N1(CC1)CCC(=O)OCC(COC(CCN1CC1)=O)(COC(CCN1CC1)=O)COC(CCN1CC1)=O